C1(=CC=CC=C1)C=1NC=2C(=NC=CC2)N1 phenyl-imidazo[4,5-b]pyridine